(S)-4-((tert-Butoxycarbonyl)amino)-1-(3-(cyclohexylmethyl)-1,2,4-oxadiazol-5-yl)butan-1-aminium acetate C(C)(=O)[O-].C(C)(C)(C)OC(=O)NCCC[C@H]([NH3+])C1=NC(=NO1)CC1CCCCC1